C(C)(=O)C1=C(C=C(C=C1)Cl)C=1C(=NN(C(C1)=O)[C@H](C(=O)NC1=CC(=C(C(=O)O)C=C1)OC)CC1=CC=CC=C1)OC (S)-4-(2-(4-(2-acetyl-5-chlorophenyl)-3-methoxy-6-oxopyridazin-1(6H)-yl)-3-phenylpropanamido)-2-methoxybenzoic acid